3-bromoimidazo[1,2-a]pyridine-7-carbonitrile BrC1=CN=C2N1C=CC(=C2)C#N